NC1=C(C2=C(C=C1C1=C3C=NNC3=CC=C1C)C1=NC(=CC=C1O2)NCCOC)C(=O)N 7-amino-2-((2-methoxyethyl)amino)-8-(5-methyl-1H-indazol-4-yl)benzofuro[3,2-b]pyridine-6-carboxamide